tert-butyl 6-(4-(2,4-difluorophenyl)-3-methyl-7-(4-methylthiazol-5-yl)-5,6,7,8-tetrahydro-1,7-naphthyridin-2-yl)-2,6-diazaspiro[3.4]octane-2-carboxylate FC1=C(C=CC(=C1)F)C1=C(C(=NC=2CN(CCC12)C1=C(N=CS1)C)N1CC2(CN(C2)C(=O)OC(C)(C)C)CC1)C